C(C)N1N=C(C(=C1)C=1C=C(C=2N=CN=C(C2N1)N[C@@H]1CNC[C@H](C1)F)C(=O)N)C 6-(1-ethyl-3-methyl-1H-pyrazol-4-yl)-4-{[(3S,5S)-5-fluoropiperidin-3-yl]amino}pyrido[3,2-d]pyrimidine-8-carboxamide